2-(dimethylamino)-ethyl-methacrylate CN(CCOC(C(=C)C)=O)C